3-(4-(3-(2-chloro-6-fluorophenyl)-4-(methoxymethyl)isoxazol-5-yl)-5-(trifluoromethyl)-1H-pyrazol-1-yl)-1-methylcyclobutan-1-ol ClC1=C(C(=CC=C1)F)C1=NOC(=C1COC)C=1C=NN(C1C(F)(F)F)C1CC(C1)(O)C